(4-Methoxypyridin-2-yl)methyl hydrogen ((E)-2-((2R,3R,4R,5R)-4-fluoro-3-hydroxy-5-(2-isobutyramido-6-oxo-1,6-dihydro-9H-purin-9-yl)tetrahydrofuran-2-yl)vinyl)phosphonate F[C@@H]1[C@@H]([C@H](O[C@H]1N1C=2N=C(NC(C2N=C1)=O)NC(C(C)C)=O)/C=C/P(OCC1=NC=CC(=C1)OC)(O)=O)O